ClC1=C(N=C(NC1=O)C1=CC=NC=C1)N1CCC2(COC2)CC1 5-chloro-4-(2-oxa-7-azaspiro[3.5]nonan-7-yl)-2-(4-pyridinyl)-1H-pyrimidin-6-one